ClC=1C=CC2=C(N=C(O2)C)C1 5-chloro-2-methyl-1,3-benzoxazole